(S)-N-((5-(benzyloxy)-3-chloro-2-fluoropyridin-4-yl)methylene)-2-methylpropan-2-sulfinamide C(C1=CC=CC=C1)OC=1C(=C(C(=NC1)F)Cl)C=N[S@@](=O)C(C)(C)C